7-[3,3-bis(hydroxymethyl)azetidin-1-yl]-6-fluoro-4-oxo-N-[3,3,4,4,4-pentafluorobutan-2-yl]-1-(2,4,6-trifluorophenyl)-1,4-dihydro-1,8-naphthyridine-3-carboxamide OCC1(CN(C1)C1=C(C=C2C(C(=CN(C2=N1)C1=C(C=C(C=C1F)F)F)C(=O)NC(C)C(C(F)(F)F)(F)F)=O)F)CO